CN(C(OC(C)(C)C)=O)C1=NC(=CC=C1)N(C(=O)[C@H]1N(C(OC1)=O)C1=NC(=CC(=C1)C(F)(F)F)C)C (S)-tert-butyl methyl(6-(N-methyl-3-(6-methyl-4-(trifluoromethyl)pyridin-2-yl)-2-oxooxazolidine-4-carboxamido)pyridin-2-yl)carbamate